1-oxo-chlorophospholane O=P1(CCCC1)Cl